C(CCCCCCCCCCCCCCCCC)C=1C=C(C=C(C1CCCCCCCCCCCCCCCCCC)CCCCCCCCCCCCCCCCCC)C=O 3,4,5-trioctadecyl-phenyl-formaldehyde